FC=1C(=CC=2C3=C(NC2C1)CCCN3C(=O)OC(C)(C)C)OC tert-butyl 7-fluoro-8-methoxy-2,3,4,5-tetrahydro-1H-pyrido[3,2-b]indole-1-carboxylate